N-[(3,5-difluoropyridin-2-yl)methyl]-2-{3-[(2,2,2-trifluoroethoxy)methyl][1,4'-bipiperidin]-1'-yl}-1,3-thiazole-5-carboxamide FC=1C(=NC=C(C1)F)CNC(=O)C1=CN=C(S1)N1CCC(CC1)N1CC(CCC1)COCC(F)(F)F